1-methyl-4-(1-methyl-4-(4-((E)-2-(naphthalen-2-yl)vinyl)benzamido)-1H-pyrrole-2-carboxamido)-N-((Z)-3-(methylamino)-3-(methylimino)propyl)-1H-pyrrole-2-carboxamide CN1C(=CC(=C1)NC(=O)C=1N(C=C(C1)NC(C1=CC=C(C=C1)\C=C\C1=CC2=CC=CC=C2C=C1)=O)C)C(=O)NCC/C(=N/C)/NC